chloro-N-methyl-N-(4'-((4-methylpiperazin-1-yl)sulfonyl)-[1,1'-biphenyl]-3-yl)-[1,2,4]triazolo[4,3-a]quinazolin-5-amine ClC1=NN=C2N1C1=CC=CC=C1C(=N2)N(C=2C=C(C=CC2)C2=CC=C(C=C2)S(=O)(=O)N2CCN(CC2)C)C